C[SiH](C1=CC=C(C=C1)O[Si](C)(C)C(C)(C)C)C dimethyl-(4-tert-butyldimethylsilyloxyphenyl)silane